C1(=CC=CC2=CC=CC=C12)C1=NC=[NH+]C(=C1)C1=CC=CC2=CC=CC=C12 4,6-di(naphthalen-1-yl)pyrimidinium